NC1=NC2=NC=C(N=C2C(=N1)N)CN(C1=CC=C(C(=O)N[C@H](C(=O)OCCCCCCCCCCCC(=O)O)CCC(=O)OCCCCCCCCCCCC(=O)O)C=C1)C (S)-12,12'-((2-(4-(((2,4-diaminopteridin-6-yl)methyl)(methyl)amino)benzamido)pentanedioyl)bis(oxy))didodecanoic acid